FC1=C(C=CC=C1)[C@H](C)OC=1C=C(NC1C(NC)=O)C(=O)OCC Ethyl (S)-4-(1-(2-fluorophenyl) ethoxy)-5-(methylcarbamoyl)-1H-pyrrole-2-carboxylate